(R)-2-hydroxy-2-(phenyl-d5)propionic acid O[C@](C(=O)O)(C)C1=C(C(=C(C(=C1[2H])[2H])[2H])[2H])[2H]